FC1=CC(=NC=C1F)C(=O)N1C[C@@H](OCC1)C(=O)C=1SC(=CN1)C1=NC=CC=C1F 4,5-difluoro-pyridin-2-yl(2-(R)-(5-(3-fluoropyridin-2-yl)thiazol-2-carbonyl)-morpholin-4-yl)methanone